BrC1=CN2C(S1)=C(C=N2)C(=O)OCC ethyl 2-bromopyrazolo[5,1-b]thiazole-7-carboxylate